2-(4,5-diphenyloxazol-2-yl)sulfanyl-N-propyl-propanamide C1(=CC=CC=C1)C=1N=C(OC1C1=CC=CC=C1)SC(C(=O)NCCC)C